N-(2-cyanoethyl)-N-ethylacetamide C(#N)CCN(C(C)=O)CC